C[Sn](C1=CC=C(C=N1)CN1CCN(CC1)C(=O)OC(C)(C)C)(C)C tert-Butyl 4-[[6-(trimethylstannyl)pyridin-3-yl]methyl]piperazine-1-carboxylate